N-(2-methyl-4-(6-((5-(4-methylpiperazin-1-yl)pyridin-2-yl)amino)pyrimidin-4-yl)benzyl)-1H-pyrazole-4-carboxamide CC1=C(CNC(=O)C=2C=NNC2)C=CC(=C1)C1=NC=NC(=C1)NC1=NC=C(C=C1)N1CCN(CC1)C